(3S)-1-[rac-(2R)-2-[[2-chloro-4-(o-tolyl)-7-quinolyl]oxy]propanoyl]piperidine-3-carboxylic acid ClC1=NC2=CC(=CC=C2C(=C1)C1=C(C=CC=C1)C)O[C@@H](C(=O)N1C[C@H](CCC1)C(=O)O)C |&1:19|